vinylbenzyltriphenylphosphonium acetate C(C)(=O)[O-].C(=C)C1=C(C=CC=C1)[P+](C1=CC=CC=C1)(C1=CC=CC=C1)CC1=CC=CC=C1